10-(4-chlorophenyl)-8-(pyrimidin-2-yl)-7,8-dihydropyrido[2',3':4,5]pyrrolo[1,2-a]pyrazin-9(6H)-one ClC1=CC=C(C=C1)C=1C2=C(N3C1C(N(CC3)C3=NC=CC=N3)=O)C=CC=N2